Cl.C(C)OC([C@@H](NC(CCCCCCCCCCC)=O)CCCNC(N)=N)=O Nα-lauroyl-L-arginine ethyl ester hydrochloride